trans-1-[[4-[(3S)-3-pyrazin-2-ylisoxazolidine-2-carbonyl]cyclohexyl]methyl]indole-5-carboxamide N1=C(C=NC=C1)[C@H]1N(OCC1)C(=O)[C@@H]1CC[C@H](CC1)CN1C=CC2=CC(=CC=C12)C(=O)N